BrCC1=C(C=C(C=C1)[N+](=O)[O-])F 1-(bromomethyl)-2-fluoro-4-nitro-benzene